NC1=CC=C(C=C1)[SiH2]O[Si](O[Si](O[Si](O[Si](C)(C)C)(C)C)(C)C)(C)C1=CC=C(C=C1)N bis(p-aminophenyl)octamethyl-pentasiloxane